4-((4-methoxybenzyl)amino)imidazo[1,5-a]pyrido[2,3-e]pyrazin-8-carboxylic acid COC1=CC=C(CNC=2C=3N(C4=C(N2)N=CC(=C4)C(=O)O)C=NC3)C=C1